C(CCC(=O)O)(=O)O.CC1(NC(CC(C1)O)(C)C)C 2,2,6,6-tetramethyl-4-hydroxypiperidine succinate